C1(CCCCC1)C(CC(C)=O)=O 1-1-cyclohexyl-1,3-butanedione